C(C1=CC=CC=C1)N1CCN(CCCN(CCC1)CC=1C(=C(C=C(C1)C)CNC(CO)CO)O)CC=1C(=C(C=C(C1)C)CNC(CO)CO)O 2,2'-{(4-benzyl-1,4,8-triazacycloundecane-1,8-diyl)bis[methylene(2-hydroxy-5-methyl-3,1-phenylene)methyleneazanediyl]}di(propane-1,3-diol)